methyl 4-(2-(2-aminopyridin-3-yl)-5-phenyl-3H-imidazo[4,5-b]pyridin-3-yl)benzoate NC1=NC=CC=C1C1=NC=2C(=NC(=CC2)C2=CC=CC=C2)N1C1=CC=C(C(=O)OC)C=C1